OC(CN(CCCOCCOCCOCCCN1CCN(CC1)CCN(CC(CCCCCCCCCCCCCC)O)CCCOCCOCCOCCCN(CC(CCCCCCCCCCCCCC)O)CC(CCCCCCCCCCCCCC)O)CC(CCCCCCCCCCCCCC)O)CCCCCCCCCCCCCC 17-(2-(4-(16-hydroxy-14-(2-hydroxyhexadecyl)-4,7,10-trioxa-14-azatriacontyl)piperazin-1-yl)ethyl)-31-(2-hydroxyhexadecyl)-21,24,27-trioxa-17,31-diazaheptatetracontane-15,33-diol